CC1=CC=C(C=C1)C(NC(CCCCC)=O)C1=CC=CC=C1 N-[(4-methylphenyl)(phenyl)methyl]hexanamide